4-hydroxy-1-methyl-1H-indole-2-carboxylate OC1=C2C=C(N(C2=CC=C1)C)C(=O)[O-]